4-(2-fluoro-4-methyl-phenyl)-5-[4-[(3S)-1-(3-fluoropropyl)pyrrolidin-3-yl]oxyphenyl]-2,3-dihydro-1-benzoxepin-8-ol FC1=C(C=CC(=C1)C)C=1CCOC2=C(C1C1=CC=C(C=C1)O[C@@H]1CN(CC1)CCCF)C=CC(=C2)O